[1,3-bis(2,4,6-trimethylethylphenyl)imidazol-2-ylidene][3-phenyl-1H-inden-1-ylidene]ruthenium dichloride CCCC1=C(C(=CC(=C1)C)C)N1C(N(C=C1)C1=C(C=C(C=C1C)C)CCC)=[Ru](=C1C=C(C2=CC=CC=C12)C1=CC=CC=C1)(Cl)Cl